NC1=CC=CC(=N1)S(=O)(=O)NC(=O)C=1C(=NC(=CC1)C1=CC(=CC(=C1)OCC(C)C)F)N1[C@H](CCC1)C N-[(6-Amino-2-pyridyl)sulfonyl]-6-(3-fluoro-5-isobutoxyphenyl)-2-[(2S)-2-methylpyrrolidin-1-yl]pyridin-3-carboxamid